CN1N=CC(=C1)C1=CC=2C(=NC=C(C2)C#N)N1S(=O)(=O)C1=CC=C(C)C=C1 2-(1-methyl-1H-pyrazol-4-yl)-1-p-toluenesulfonyl-1H-pyrrolo[2,3-b]pyridine-5-carbonitrile